S-cysteinyl-3-(oxosulfanyl)alanine N[C@@H](CS)C(=O)S(C[C@H](N)C(=O)O)=O